ClC=1C(=CC(=NC1)NC(CO)C)N1C(C2=C(C[C@H]1C)N(N=C2)CC2=C(C=CC=C2)F)=O |o1:17| rel-(R)-5-(5-chloro-2-((1-hydroxypropan-2-yl)amino)pyridin-4-yl)-1-(2-fluorobenzyl)-6-methyl-1,5,6,7-tetrahydro-4H-pyrazolo[4,3-c]pyridin-4-one